OC1CN(C1)S(=O)(=O)N1C[C@H](CC1)C(=O)N(C)C(C(=O)N)C(C)C 2-{1-[(3S)-1-[(3-hydroxyazetidin-1-yl)sulfonyl]pyrrolidin-3-yl]-N-methylformamido}-3-methylbutanamide